(3-fluoro-4-((1-isopropyl-2-keto-2,3-dihydro-1H-imidazo[4,5-b]pyridin-7-yl)oxy)phenyl)-1-(isoquinolin-1-yl)-5-(trifluoromethyl)-1H-pyrazole-4-carboxamide FC=1C=C(C=CC1OC1=C2C(=NC=C1)NC(N2C(C)C)=O)C2=NN(C(=C2C(=O)N)C(F)(F)F)C2=NC=CC1=CC=CC=C21